Cl.ClCC=1N=NC(=CC1)C (Chloromethyl)-6-methyl-pyridazine hydrochloride